CC1=CC=NC2=CC=CC=C12 4-Lepidine